BrCC1=C(C=C(C(=O)OC)C=C1)[N+](=O)[O-] methyl 4-(bromomethyl)-3-nitrobenzoate